N[C@]1(CN(C[C@@H]1CCCB(O)O)CCCC1=CC=C(C=C1)C(=O)O)C(=O)O (3R,4S)-3-amino-4-(3-boronopropyl)-1-(3-(4-carboxyphenyl)propyl)pyrrolidine-3-carboxylic acid